5-(8-(3,3-difluorocyclobutyl)imidazo[1,2-b]pyridazin-6-yl)pyrimidine FC1(CC(C1)C=1C=2N(N=C(C1)C=1C=NC=NC1)C=CN2)F